Cl.C(C)N(CCOC1=C(C=C(C=C1I)C=O)I)CC [4-[2-(diethylamino)ethoxy]-3,5-diiodophenyl]-methanone hydrochloride